C(=O)C=1C=C(/C=C/C=2C=C3CCCN(C3=CC2)C(=O)OC(C)(C)C)C=C(C1O)OC Tert-Butyl (E)-6-(3-Formyl-4-Hydroxy-5-Methoxystyryl)-3,4-Dihydroquinoline-1(2H)-Carboxylate